tert-Butyl 3-[(4-fluorophenyl)-(2,2,2-trifluoroethoxy)methyl]azetidine-1-carboxylate FC1=CC=C(C=C1)C(C1CN(C1)C(=O)OC(C)(C)C)OCC(F)(F)F